N-(6-amino-5-methylpyridin-3-yl)-2-(5-(benzo[d]thiazol-5-yl)-3,6-dihydro-2H-pyran-4-yl)-2-oxoacetamide NC1=C(C=C(C=N1)NC(C(=O)C=1CCOCC1C=1C=CC2=C(N=CS2)C1)=O)C